The molecule is a very long-chain omega-6 fatty acid that is octatriacontanoic acid having four double bonds located at positions 23, 26, 29 and 32 (the 23Z,26Z,29Z,32Z-isomer). It is an omega-6 fatty acid and an octatriacontatetraenoic acid. It is a conjugate acid of a (23Z,26Z,29Z,32Z)-octatriacontatetraenoate. CCCCC/C=C\\C/C=C\\C/C=C\\C/C=C\\CCCCCCCCCCCCCCCCCCCCCC(=O)O